COC=1NC2=NC=NC(=C2N1)C=1C(=NC=CN1)NC=1C=C(C=CC1C)NC(C1=NC=CC(=C1)C(F)(F)F)=O N-(3-((3-(8-methoxy-9H-purin-6-yl)pyrazin-2-yl)amino)-4-methylphenyl)-4-(trifluoromethyl)picolinamide